benzyl 6-(1H-1,2,4-triazol-3-yl)-1,4-dioxa-8-azaspiro[4.5]decane-8-carboxylate N1N=C(N=C1)C1C2(OCCO2)CCN(C1)C(=O)OCC1=CC=CC=C1